FC(C1=CC=2C(=NN(N2)C=2C=C(CCC(=O)OC)C=C(C2O)C(C)(C)C)C=C1)(F)F methyl 3-(5-trifluoromethyl-2H-benzotriazol-2-yl)-5-t-butyl-4-hydroxyhydrocinnamate